3-(4-trifluoromethylbenzyloxy)benzamide FC(C1=CC=C(COC=2C=C(C(=O)N)C=CC2)C=C1)(F)F